FC(N1N=C(C=C1)C=1C(=C2C(=NC1)N(C=C2)COCC[Si](C)(C)C)N[C@H]2CN(CCC2)C(=O)OC(C)(C)C)F tert-butyl (R)-3-((5-(1-(difluoromethyl)-1H-pyrazol-3-yl)-1-((2-(trimethyl-silyl)ethoxy)methyl)-1H-pyrrolo[2,3-b]pyridin-4-yl)amino)piperidine-1-carboxylate